1-(Tert-butyl)-3-(2-(((S)-1-((3r,5'S)-5'-carbamoyl-2-oxospiro[indol-3,3'-pyrrolidin]-1'-yl)-3-cyclopropyl-1-oxopropan-2-yl)amino)ethyl)-1H-pyrazole-4-carboxylic acid C(C)(C)(C)N1N=C(C(=C1)C(=O)O)CCN[C@H](C(=O)N1C[C@]2(C[C@H]1C(N)=O)C(NC1=CC=CC=C12)=O)CC1CC1